2-hydroxy-N-(4-(4-(6-methyl-2-morpholinopyrimidin-4-yl)-1H-1,2,3-triazol-1-yl)-3-(6-azaspiro[2.5]octan-6-yl)phenyl)ethanesulfonamide OCCS(=O)(=O)NC1=CC(=C(C=C1)N1N=NC(=C1)C1=NC(=NC(=C1)C)N1CCOCC1)N1CCC2(CC2)CC1